CC(CCC)NC1=CC=NC=C1 4-(pentane-2-ylamino)pyridin